ClC(C1=CC(=CC=C1)C(Cl)(Cl)Cl)(Cl)Cl 1,3-bis(trichloromethyl)benzene